C[C@H]1CC([C@H]2[C@H](CC[C@H](C[C@@H]12)C(=C)C)C)=O (3S,3aS,5R,8S,8aS)-3,8-Dimethyl-5-(prop-1-en-2-yl)octahydroazulen-1(2H)-on